The molecule is a long-chain fatty acid anion that is the conjugate base of 13-PAHSA, obtained by deprotonation of the carboxy group; major species at pH 7.3. It has a role as an anti-inflammatory agent, a hypoglycemic agent and a human metabolite. It is a conjugate base of a 13-PAHSA. CCCCCCCCCCCCCCCC(=O)OC(CCCCC)CCCCCCCCCCCC(=O)[O-]